5-(2-fluoro-4-pyridinyl)indan-4-amine FC1=NC=CC(=C1)C1=C(C=2CCCC2C=C1)N